3-Fluoro-4-(7-fluoro-1H-pyrrolo[3,2-c]pyridin-4-yl)-N-(trans-4-hydroxycyclohexyl)benzamide FC=1C=C(C(=O)N[C@@H]2CC[C@H](CC2)O)C=CC1C1=NC=C(C2=C1C=CN2)F